[Ti+4].C[SiH2]C dimethylsilane titanium (IV)